tert-butyl (2R,4R)-4-((6-((1-(tert-butyl)-5-methyl-1H-pyrazol-3-yl) amino)-4-ethyl-3-fluoropyridin-2-yl) methyl)-1-(3-chloro-2-fluorobenzyl)-2-methylpiperidine-4-carboxylate C(C)(C)(C)N1N=C(C=C1C)NC1=CC(=C(C(=N1)C[C@@]1(C[C@H](N(CC1)CC1=C(C(=CC=C1)Cl)F)C)C(=O)OC(C)(C)C)F)CC